3-cyclobutyl-5-(2-methylthiopyrimidin-4-yl)pyrazolo[1,5-a]pyrimidin-7-ol C1(CCC1)C=1C=NN2C1N=C(C=C2O)C2=NC(=NC=C2)SC